C1=CC=CC=2C1=C1C3=CC=C4C(=C3NC1=CC2)C=CC=C4 7H-Dibenzo[a,g]carbazole